6-amino-7-((4-bromobenzyl)oxy)-4-trifluoromethyl-2H-1-benzopyran-2-one NC=1C(=CC2=C(C(=CC(O2)=O)C(F)(F)F)C1)OCC1=CC=C(C=C1)Br